3-fluoro-N-(6-methyl-5-(7-(methylamino)-1,6-naphthyridin-3-yl)pyridin-3-yl)-4-(trifluoromethyl)pyridin-amide lithium-tin-indium [In].[Sn].[Li].FC=1C(=NC=CC1C(F)(F)F)C(=O)NC=1C=NC(=C(C1)C=1C=NC2=CC(=NC=C2C1)NC)C